(S)-3-((2,2-difluoroethyl)carbamoyl)piperidine-1-carboxylic acid tert-butyl ester C(C)(C)(C)OC(=O)N1C[C@H](CCC1)C(NCC(F)F)=O